2-(4-amyl-cyclohexyl)ethylamine C(CCCC)C1CCC(CC1)CCN